[NH4+].C(N(CC(=O)[O-])CC(=O)O)CN(CC(=O)[O-])CC(=O)[O-].[Na+].[Na+] disodium edetate, ammonium salt